2-Formyl-2-ethylpyrrolidine-1-carboxylate C(=O)C1(N(CCC1)C(=O)[O-])CC